ClC=1C=C2C=C(NC2=CC1)C(=O)NC(C(=O)O)CC1=CC=CC=C1 2-[(5-Chloro-1H-indole-2-carbonyl)-amino]-3-phenyl-propionic acid